1-chloro-3-(5-(difluoromethyl)-1,3,4-thiadiazol-2-yl)-8-(3-(methoxymethyl)piperazin-1-yl)-N-(1-methylcyclopropyl)imidazo[1,5-a]pyridine-6-sulfonamide formate C(=O)O.ClC=1N=C(N2C1C(=CC(=C2)S(=O)(=O)NC2(CC2)C)N2CC(NCC2)COC)C=2SC(=NN2)C(F)F